S1C(=NC2=C1C=CC=C2)C(CC2=CC(=CC=C2)C(N)=N)NS(=O)(=O)C=2C=C(C=CC2)NC(=O)C2=CC=NN2 N-[3-[[1-(1,3-benzothiazol-2-yl)-2-(3-carbamimidoylphenyl)ethyl]sulfamoyl]phenyl]-1H-pyrazole-5-carboxamide